N1=CC(=CC=C1)C=1[C@]2(C)[C@@H](CC1)[C@@H]1CC=C3C[C@H](CC[C@]3(C)[C@H]1CC2)O (3b)-17-(pyridin-3-yl)androsta-5,16-dien-3-ol